BrCC1=NOC2=C1C=CC(=C2)OC 3-(bromomethyl)-6-methoxy-benzisoxazole